methyl 4-((S)-1-((R)-4-((4'-carbamoyl-2'-methyl-[1,1'-biphenyl]-3-yl) methyl) morpholin-3-amido) ethyl)-2-hydroxybenzoate C(N)(=O)C1=CC(=C(C=C1)C1=CC(=CC=C1)CN1[C@H](COCC1)C(=O)N[C@@H](C)C1=CC(=C(C(=O)OC)C=C1)O)C